C(C)(C)NC(C)C N-isopropyl-propan-2-amine